C1(CCCC1)NC1=NC=CC(=N1)C1=C(N=CN1CC(F)(F)F)C1=CC=C(C=C1)F N-Cyclopentyl-4-(4-(4-fluorophenyl)-1-(2,2,2-trifluoroethyl)-1H-imidazol-5-yl)pyrimidin-2-amine